C[C@@H]1O[C@@H](CN(C1)C1=NC(=C2N1C1=CC(=CC=C1N=C2)C=2C=CC(=NC2)OCCN(C)C)C)C 2-((5-(1-((2S,6R)-2,6-dimethylmorpholino)-3-methylimidazo[1,5-a]quinoxalin-8-yl)pyridin-2-yl)oxy)-N,N-dimethylethan-1-amine